IC=1C=C(OC2=NC=C(C#N)C=C2)C=CC1 6-(3-iodophenoxy)nicotinonitrile